ClC1=CC=C2C(=N1)COCC2 2-chloro-6,8-dihydro-5H-pyrano[3,4-b]pyridine